C(C)OC=1C=C2CN(CC2=CC1)C1=NC=CC(=N1)C1=NC=CC(=N1)\C=C\C1=CC=NC=C1 (E)-5-Ethoxy-2-(4-(2-(pyridin-4-yl)vinyl)-[2,4'-bipyrimidin]-2'-yl)isoindoline